3-Butoxy-7-[difluoro-(3,4,5-trifluorophenoxy)methyl]-4,6-difluoro-dibenzothiophene C(CCC)OC=1C=CC2=C(SC3=C2C=CC(=C3F)C(OC3=CC(=C(C(=C3)F)F)F)(F)F)C1F